2-((3aR,11aS)-6,10-dimethyl-1-(6-methyl-4-(trifluoromethyl)pyridin-2-yl)-2,11-dioxo-1,2,3,3a,4,10,11,11a-octahydro-5H-benzo[b]pyrrolo[2,3-f][1,4]diazocin-5-yl)acetaldehyde CC1=CC=CC2=C1N(C[C@@H]1[C@@H](C(N2C)=O)N(C(C1)=O)C1=NC(=CC(=C1)C(F)(F)F)C)CC=O